ClN1C(C(C2=CC=CC=C12)(C)C=1C(=NC=C(C1)C=1N(C=CN1)C)OC)=O chloro-3-(2-methoxy-5-(1-methyl-1H-imidazol-2-yl)pyridin-3-yl)-3-methylindolin-2-one